COC1=CC=C(C=C1)COC[C@H]1[C@@H](C1)CC#CCCCCC trans-1-Methoxy-4-{[(2-oct-2-yn-1-ylcyclopropyl)methoxy]methyl}benzene